I.I.N(N)C(=N)SC methyl hydrazinecarbimidothioate hydroiodide hydroiodide